(6-chloro-2-fluoro-3-methylphenyl)boronic acid ClC1=CC=C(C(=C1B(O)O)F)C